(R)-tert-butyl 3-((S)-1-((S)-4-benzyl-2-oxooxazolidin-3-yl)-3-(6-bromo-1-methyl-1H-benzo[d]imidazol-2-yl)-1-oxopropan-2-yl)pyrrolidine-1-carboxylate C(C1=CC=CC=C1)[C@@H]1N(C(OC1)=O)C([C@@H](CC1=NC2=C(N1C)C=C(C=C2)Br)[C@@H]2CN(CC2)C(=O)OC(C)(C)C)=O